C1N(CC2=CC=CC=C12)C1=NC=CC(=N1)C1=NC=CC(=N1)C#CC=1C=C2C=NNC2=CC1 5-((2'-(isoindolin-2-yl)-[2,4'-bipyrimidinyl]-4-yl)ethynyl)-1H-indazole